BrC1=C(OC2(CC2)CCCC2(CCC(CC2)(F)F)N)C=C(C=C1)C (3-(1-(2-bromo-5-methylphenoxy)cyclopropyl)propyl)-4,4-difluorocyclohexan-1-amine